(5-chloro-6-cyanopyridin-3-yl)-N'-(2-chloro-8-(propan-2-yl)imidazo[1,2-b]pyridazin-7-yl)urea ClC=1C=C(C=NC1C#N)NC(=O)NC1=C(C=2N(N=C1)C=C(N2)Cl)C(C)C